4'-(naphthalen-2-yl)-N-(4-(naphthalen-2-yl)phenyl)-[1,1'-biphenyl]-4-amine C1=C(C=CC2=CC=CC=C12)C1=CC=C(C=C1)C1=CC=C(C=C1)NC1=CC=C(C=C1)C1=CC2=CC=CC=C2C=C1